[3-(Phenylmethoxy)-8-fluoro-7-methoxynaphthalen-2-yl]carbamic acid tert-butyl ester C(C)(C)(C)OC(NC1=CC2=C(C(=CC=C2C=C1OCC1=CC=CC=C1)OC)F)=O